O=C1N(C=CC=C1CN1C(NC(CC1)=O)=O)CCN1CCC(CC1)OC1CCNCC1 1-((2-oxo-1-(2-(4-(piperidin-4-yloxy)piperidin-1-yl)ethyl)-1,2-dihydropyridin-3-yl)methyl)dihydropyrimidine-2,4(1H,3H)-dione